(tert-butoxycarbonyl)-S-(2-(2,2-difluoro-3-(4-(trifluoromethyl)phenyl)bicyclo[1.1.1]pentan-1-yl)ethyl)-L-homocysteinate C(C)(C)(C)OC(=O)N[C@@H](CCSCCC12C(C(C1)(C2)C2=CC=C(C=C2)C(F)(F)F)(F)F)C(=O)[O-]